2-[(4-hydroxy-2-methyl-5-(1-methylethyl)phenyl)carbamoyl]oxolane-2-carboxylic acid OC1=CC(=C(C=C1C(C)C)NC(=O)C1(OCCC1)C(=O)O)C